(2S)-4-[2-phenoxyethyl-[4-(5,6,7,8-tetrahydro-1,8-naphthyridin-2-yl)butyl]amino]-2-(piperazine-1-carbonylamino)butanoic acid O(C1=CC=CC=C1)CCN(CC[C@@H](C(=O)O)NC(=O)N1CCNCC1)CCCCC1=NC=2NCCCC2C=C1